N=1C=NN2C1C=CC(=C2)C2=CC(=NN2C2=NC(=CC=C2)C)CC(=O)NC2=CC=CC=C2 5-([1,2,4]Triazolo[1,5-a]pyridin-6-yl)-1-(6-methylpyridin-2-yl)-N-phenyl-1H-pyrazol-3-carboxyamid